Methyl 3-(3-(4-(3-hexylureido)phenoxy)azetidin-1-yl)-2-(1H-pyrrol-1-yl)benzoate C(CCCCC)NC(NC1=CC=C(OC2CN(C2)C=2C(=C(C(=O)OC)C=CC2)N2C=CC=C2)C=C1)=O